N-(2-methoxy-6-(1-methyl-1H-1,2,3-triazol-5-yl)pyridin-3-yl)formamide COC1=NC(=CC=C1NC=O)C1=CN=NN1C